1-(4-fluorophenyl)-5-(4-isopropylphenyl)-1H-1,2,4-triazole-3-carbaldehyde FC1=CC=C(C=C1)N1N=C(N=C1C1=CC=C(C=C1)C(C)C)C=O